C1(CC1)CCC1N(S(C2=C(N(C1)C1=CC=CC=C1)C=C(C(=C2)O)SC)(=O)=O)C 3-(2-cyclopropylethyl)-8-hydroxy-2-methyl-7-(methylthio)-5-phenyl-2,3,4,5-tetrahydrobenzo[f][1,2,5]thiadiazepine 1,1-dioxide